5-methoxy-7-(5-methoxypyridin-3-yl)-N-((1-methyl-1H-pyrazol-5-yl)methyl)-N-(3-(methylamino)-3-oxopropyl)benzo[b]thiophene-2-carboxamide COC1=CC2=C(SC(=C2)C(=O)N(CCC(=O)NC)CC2=CC=NN2C)C(=C1)C=1C=NC=C(C1)OC